2-Fluoro-6-(methoxymethoxy)-8-(4,4,5,5-tetramethyl-1,3,2-dioxaborolan-2-yl)naphthalene FC1=CC2=C(C=C(C=C2C=C1)OCOC)B1OC(C(O1)(C)C)(C)C